ethyl-3-(((trifluoromethyl)sulfonyl)oxy)-1H-pyrazole-5-carboxylic acid methyl ester COC(=O)C1=CC(=NN1CC)OS(=O)(=O)C(F)(F)F